BrC1=C(C2=C(N=C(N=C2N2C[C@@H](CCC2)OC)C=2N(C=CN2)C)S1)C1=CC=CC=C1 |r| rac-Bromo-4-(3-methoxypiperidin-1-yl)-2-(1-methyl-1H-imidazol-2-yl)-5-phenylthieno[2,3-d]pyrimidine